(2-methoxyphenyl)pyridin COC1=C(C=CC=C1)C1=NC=CC=C1